N-(2-(3,4-difluorobenzyl)butyl)-1-methyl-5-oxo-4,5-dihydro-1H-1,2,4-triazole-3-carboxamide FC=1C=C(CC(CNC(=O)C2=NN(C(N2)=O)C)CC)C=CC1F